3'-(2-((1R,2S)-2-(4-Fluorophenyl)cyclopropyl)aminoethoxy)-5'-(4-(methylsulfonyl)piperazin-1-yl)-[1,1'-biphenyl]-4-carbonitrile FC1=CC=C(C=C1)[C@H]1[C@@H](C1)NCCOC=1C=C(C=C(C1)N1CCN(CC1)S(=O)(=O)C)C1=CC=C(C=C1)C#N